C(#C)C1=NC(=CC=C1)C1=CC=NN1C1OCCCC1 2-ethynyl-6-(1-(tetrahydro-2H-pyran-2-yl)-1H-pyrazol-5-yl)pyridine